(1R,2R)-N-[7-chloro-6-[4-((3S,4S)-4-fluoro-3-methyl-tetrahydrofuran-3-yl)piperazin-1-yl]-3-isoquinolinyl]-2-(1-methylpyrazol-3-yl)cyclopropanecarboxamide ClC1=C(C=C2C=C(N=CC2=C1)NC(=O)[C@H]1[C@@H](C1)C1=NN(C=C1)C)N1CCN(CC1)[C@]1(COC[C@H]1F)C